C(C1=CC=CC=C1)N1CCC(CC1)(C=1C=NC(=CC1)Cl)C1=C(C=CC(=C1)OC(F)(F)F)S(=O)(=O)N (1-benzyl-4-(6-chloropyridin-3-yl)piperidin-4-yl)-4-(trifluoromethoxy)benzenesulfonamide